dihydroxyphthalic acid ammonium [NH4+].OC=1C(=C(C(C(=O)O)=CC1)C(=O)O)O